N(=[N+]=[N-])\C(\C(=O)OCC)=C/C1=CN=C(S1)C1=C(C=CC=C1)C ethyl (Z)-2-azido-3-[2-(o-tolyl) thiazol-5-yl]prop-2-enoate